5,8-dioxatetrahydrofolic acid C(CC[C@@H](C(=O)O)NC(=O)C1=CC=C(NCC2COC=3N=C(N)NC(=O)C3O2)C=C1)(=O)O